ClC=1C=C(C(=NC1C1=C(C=CC=C1)F)NC1=C(C=CC=C1C(C)C)C(C)C)[N+](=O)[O-] 5-chloro-N-(2,6-diisopropylphenyl)-6-(2-fluorophenyl)-3-nitropyridin-2-amine